NC=1SC2=C(N1)CC1CCC2N1C(=O)OC(C)(C)C tert-Butyl 2-amino-5,6,7,8-tetrahydro-4H-5,8-epiminocyclohepta[d][1,3]thiazole-9-carboxylate